2-[(3R)-3-methylmorpholin-4-yl]-8-(1-{[2-(trimethylsilyl)ethoxy]methyl}-1H-pyrazol-5-yl)-1,7-naphthyridine-4-carboxylic acid methyl ester COC(=O)C1=CC(=NC2=C(N=CC=C12)C1=CC=NN1COCC[Si](C)(C)C)N1[C@@H](COCC1)C